methyl 2-(3-(1-([1,1'-biphenyl]-3-carbonyl) piperidin-3-yl) phenoxy)-2-methylpropionate C1(=CC(=CC=C1)C(=O)N1CC(CCC1)C=1C=C(OC(C(=O)OC)(C)C)C=CC1)C1=CC=CC=C1